2,5-di(t-butyl-peroxy)-2,5-Dimethylhexane C(C)(C)(C)OOC(C)(CCC(C)(C)OOC(C)(C)C)C